trans-6-cyclopropyl-1-(1,2-dimethylpiperidin-4-yl)-1H-pyrazolo[3,4-b]pyrazinamine C1(CC1)C1=CN=C2C(=N1)N(N=C2N)[C@H]2C[C@@H](N(CC2)C)C